perhydroinden C1CCC2CCCCC12